C[C@]1(CC[C@H]2[C@]([C@@]13[C@H](O3)C(=O)[O-])(C(=O)C[C@@H]4[C@@]25COC(=O)C[C@@H]5OC4(C)C)C)[C@H](C6=COC=C6)O[C@H]7[C@@H]([C@H]([C@@H]([C@H](O7)CO)O)O)O The molecule is the conjugate base of limonin 17-beta-D-glucoside arising from deprotonation of the carboxy group. It is a 5-oxo monocarboxylic acid anion, an epoxy monocarboxylic acid and a beta-D-glucoside. It is a conjugate base of a limonin 17-beta-D-glucoside.